N-(4-bromo-2-methoxyphenyl)valeramide BrC1=CC(=C(C=C1)NC(CCCC)=O)OC